mono(4-methylbenzenesulfonate) monohydrate O.CC1=CC=C(C=C1)S(=O)(=O)O